NCCC1(CN(CC1)C(=O)C1=NC=C2N1C=C(C=C2N2C[C@@H](O[C@H](C2)C)C)S(=O)(=O)NC2(COC2)C)O 3-(3-(2-aminoethyl)-3-hydroxypyrrolidine-1-carbonyl)-8-((2S,6S)-2,6-dimethylmorpholinyl)-N-(3-methyloxetan-3-yl)imidazo[1,5-a]pyridine-6-sulfonamide